C(\C=C\C(=O)O)(=O)O.FC1=CC=C2C=CC=C(C2=C1)CCN(C1CC1)C N-(2-(7-fluoronaphthalen-1-yl)ethyl)-N-methylcyclopropanamine fumarate